NC1CN(CCC1)C1=C2C(=NC=C1)N(C(=N2)C2=CC(=C(C#N)C=C2)F)C2=CC=C(C=C2)C 4-(7-(3-aminopiperidine-1-yl)-3-(p-tolyl)-3H-imidazo[4,5-b]pyridine-2-yl)-2-fluorobenzonitrile